tert-butyl ((6-(4-fluorophenyl)-4-(hydrazinecarbonyl)pyridin-3-yl)methyl)carbamate FC1=CC=C(C=C1)C1=CC(=C(C=N1)CNC(OC(C)(C)C)=O)C(=O)NN